3-{2-[(piperidin-3-yl)amino]-5-(trifluoromethyl)pyrimidin-4-yl}-1H,4H,5H,6H,7H-pyrrolo[2,3-c]pyridin-7-one N1CC(CCC1)NC1=NC=C(C(=N1)C1=CNC=2C(NCCC21)=O)C(F)(F)F